3-Acetyl-2-carbonyl-pyrrolidine-1-carboxylic acid tert-butyl ester C(C)(C)(C)OC(=O)N1C(C(CC1)C(C)=O)=C=O